AMINO IMIDAZOLECARBOXYLATE N1C(=NC=C1)C(=O)ON